CC(C)=CCC\C(\C)=C\CO GERANIOL